tert-butyl 4-(1,4-dioxaspiro[4.5]dec-7-en-8-yl)-3,6-dihydro-2H-pyridine-1-carboxylate O1CCOC12CC=C(CC2)C=2CCN(CC2)C(=O)OC(C)(C)C